C1(=CC=CC2=CC=CC=C12)OC1=CC=CC=C1 Naphthylphenyl ether